C(C)OC(C[C@@H](CC(=O)N)O)=O.C(C=C)(=O)OCCCCCCCCCCCC[Si](OC)(OC)OC acryloyloxydodecyltrimethoxysilane Ethyl-(R)-5-amino-3-hydroxy-5-oxopentanoate